ClC1=CC=C2C(=N1)N(N(C2=O)CC=C)C 6-chloro-1-methyl-2-(prop-2-en-1-yl)pyrazolo[3,4-b]pyridin-3-one